Ethyl 2-Methyl-4,9-dioxo-4,9-dihydronaphtho[2,3-b]furan-3-carboxylate CC1=C(C2=C(O1)C(C1=CC=CC=C1C2=O)=O)C(=O)OCC